(5'S,7a'R)-1-(2-fluorobenzene-1-carbonyl)-5'-phenyltetrahydro-3'H-spiro[piperidine-4,2'-pyrrolo[2,1-b][1,3]oxazol]-3'-one FC1=C(C=CC=C1)C(=O)N1CCC2(C(N3[C@H](O2)CC[C@H]3C3=CC=CC=C3)=O)CC1